platinum compound with hydrazine hydrate O.NN.[Pt]